5λ2-azaspiro[2.4]heptane C1CC12C[N]CC2